5-[3-(methoxymethoxy)-4-(4,4,5,5-tetramethyl-1,3,2-dioxaborolan-2-yl)phenyl]-2-methyl-2H-indazole COCOC=1C=C(C=CC1B1OC(C(O1)(C)C)(C)C)C1=CC2=CN(N=C2C=C1)C